C(C)(=O)C1=C(C2=C(N=C(N=C2)NC2=CC=C(C=N2)[C@@H]2N(CCC(C2)C2CCNCC2)CCC2=CC=C(C=C2)C2C(NC(CC2)=O)=O)N(C1=O)C1CCCC1)C 3-(4-(2-(r-(6-((6-acetyl-8-cyclopentyl-5-methyl-7-oxo-7,8-dihydropyrido[2,3-d]-pyrimidin-2-yl)amino)pyridin-3-yl)-[4,4'-bipiperidin]-1-yl)ethyl)phenyl)piperidine-2,6-dione